tris(2,2-bipyridyl) ruthenium (II) chloride [Ru](Cl)Cl.N1=C(C=CC=C1)C1=NC=CC=C1.N1=C(C=CC=C1)C1=NC=CC=C1.N1=C(C=CC=C1)C1=NC=CC=C1